4-(4-(((6-methoxy-2-(2-methoxyimidazo[2,1-b][1,3,4]thiadiazol-6-yl)pyrazolo[1,5-a]pyridin-4-yl)oxy)methyl)-5-methylthiazol-2-yl)butanenitrile COC=1C=C(C=2N(C1)N=C(C2)C=2N=C1SC(=NN1C2)OC)OCC=2N=C(SC2C)CCCC#N